tert-butyl 3-{2-[(tert-butoxycarbonyl)(methyl)amino]-1-hydroxyethyl}-4-methyl-2-oxopyrrolidine-1-carboxylate C(C)(C)(C)OC(=O)N(CC(O)C1C(N(CC1C)C(=O)OC(C)(C)C)=O)C